N[C@H](CC#N)C=1C=NC(=CC1)C=O (3R)-3-AMINO-3-(6-FORMYL(3-PYRIDYL))PROPANENITRILE